ClC=1C(=CC(=NC1)N1N=C(C=C1)C(F)(F)F)NC1=CC2=C(C=N1)N(C(N2CCC(C)(C)O)=O)C 6-((5-chloro-2-(3-(trifluoromethyl)-1H-pyrazol-1-yl)pyridin-4-yl)amino)-1-(3-hydroxy-3-methylbutyl)-3-methyl-1,3-dihydro-2H-imidazo[4,5-c]pyridin-2-one